6-[(2-amino-1,2-dihydroimidazol-3-yl)methyl]-5-chloro-1H-pyrimidine-2,4-dione NC1NC=CN1CC1=C(C(NC(N1)=O)=O)Cl